(S)-(1-(5-chloro-2-ethoxyphenethyl)piperidin-3-yl)methanamine disuccinate C(CCC(=O)O)(=O)O.C(CCC(=O)O)(=O)O.ClC=1C=CC(=C(CCN2C[C@@H](CCC2)CN)C1)OCC